diethylphosphopropyl acetate C(C)(=O)OCCC(P(=O)=O)(CC)CC